COC1=C(C(=CC(=C1)\C=C\[N+](=O)[O-])OC)SCCCCO (E)-4-((2,6-dimethoxy-4-(2-nitrovinyl)phenyl)thio)butan-1-ol